(4-(3-(dimethylamino)azetidin-1-yl)-1-(4-(trifluoromethoxy)phenyl)-1H-pyrazolo[3,4-b]pyridin-3-yl)meth-ylamide CN(C1CN(C1)C1=C2C(=NC=C1)N(N=C2C[NH-])C2=CC=C(C=C2)OC(F)(F)F)C